tert-butyl (1-(4-(2-(4-((2-(2-oxa-6-azaspiro[3.3]heptan-6-yl)pyrimidin-4-yl)methoxy)phenyl)propan-2-yl)benzyl)azetidine-3-yl)carbamate C1OCC12CN(C2)C2=NC=CC(=N2)COC2=CC=C(C=C2)C(C)(C)C2=CC=C(CN1CC(C1)NC(OC(C)(C)C)=O)C=C2